O=C1NC(CCC1N1C(C2=CC=C(C=C2C1)CN1CCC(CC1)C=1OC2=C(N1)C=C(C(=C2)NC(=O)C2=NC(=CC=C2)C(F)(F)F)C(C)(C)O)=O)=O N-(2-(1-((2-(2,6-dioxopiperidin-3-yl)-1-oxoisoindolin-5-yl)methyl)piperidine-4-yl)-5-(2-hydroxypropan-2-yl)benzo[d]oxazol-6-yl)-6-(trifluoromethyl)pyridine-2-carboxamide